C(C)C=1C(NC2=CC(=CC=C2C1)C(CO)N1CCN(CC1)C(CC#N)=O)=O 3-(4-(1-(3-Ethyl-2-oxo-1,2-dihydroquinolin-7-yl)-2-hydroxyethyl)piperazin-1-yl)-3-oxopropanenitrile